5-(dimethylamino)benzene-1,3-diol CN(C=1C=C(C=C(C1)O)O)C